CC(C)(C)S(=O)N (e)-2-methylpropane-2-sulfinamide